[Si](C1=CC=CC=C1)(C1=CC=CC=C1)(C(C)(C)C)OCC(N1C[C@H](CCC1)C)C1=CC(=C2CNC(C2=C1)=O)C(F)(F)F 6-{2-[(tert-butyldiphenylsilyl)oxy]-1-[(3S)-3-methylpiperidin-1-yl]ethyl}-4-(trifluoromethyl)-2,3-dihydroisoindol-1-one